FC1(C(C1)C=C=O)F (2,2-difluorocyclopropyl)ethenone